FC1=CC2=NN(C=3CCCNC([C@H]4NC[C@@H](OC5=CC=CC(C(=C1)C23)=C5)C4)=O)C (8S,11S)-22-fluoro-18-methyl-7-oxa-10,13,18,19-tetraazapentacyclo[15.6.1.12,6.18,11.020,24]hexacosa-1(23),2(26),3,5,17(24),19,21-heptaen-12-one